C(#N)C=1C(=NC(=NC1)S(=O)(=O)C)C1=CCC2CN(C(C2=C1)=O)C(=O)OC(C)(C)C tert-butyl 6-(5-cyano-2-(methylsulfonyl) pyrimidin-4-yl)-1-oxodihydro-isoindole-2-carboxylate